diethyl acetylene-1,2-dicarboxylate C(#CC(=O)OCC)C(=O)OCC